2-(((13Z,16Z)-4-(((3-(diethylamino)propoxy)carbonyl)oxy)docosa-13,16-dienoyl)oxy)propane-1,3-diyldioctanoate C(C)N(CCCOC(=O)OC(CCC(=O)OC(CCCCCCCCC(=O)[O-])CCCCCCCCC(=O)[O-])CCCCCCCC\C=C/C\C=C/CCCCC)CC